(3-Hydroxypropyl)-7-(2-(4-(pentafluoro-λ6-sulfaneyl)phenoxy)pyridin-3-yl)-1,8-naphthyridin-4(1H)-one OCCCN1C=CC(C2=CC=C(N=C12)C=1C(=NC=CC1)OC1=CC=C(C=C1)S(F)(F)(F)(F)F)=O